CN([C@@H](COC[C@@H](C)OC1OCCCC1)C(=O)O)C(CCC=C)=O N-methyl-N-(pent-4-enoyl)-O-((2R)-2-((tetrahydro-2H-pyran-2-yl)oxy)propyl)-L-serine